alpha-l-glucuronic acid O[C@H]1[C@@H](O)[C@H](O)[C@@H](O)[C@@H](O1)C(=O)O